OC=1C=CC=C2C=CC=NC12.[Co+2] Cobalt(II) 8-hydroxyquinoline